FC(C1=C(C=CC(=C1)C(F)(F)F)CC(=O)N(CC=1OC(=NN1)C1=NC=C(C=N1)CC1COCC1)C1=CC=C(C=C1)F)(F)F 2-(2,4-bis(trifluoromethyl)phenyl)-N-(4-fluorophenyl)-N-((5-(5-((tetrahydrofuran-3-yl)methyl)pyrimidin-2-yl)-1,3,4-oxadiazol-2-yl)methyl)acetamide